1-(3-(difluoromethoxy)phenyl)-N-(4-methyl-1,1-dioxidotetrahydro-2H-thiopyran-4-yl)-2-oxo-3-((2-(trimethylsilyl)ethoxy)methyl)-2,3-dihydro-1H-benzo[d]imidazole-5-carboxamide FC(OC=1C=C(C=CC1)N1C(N(C2=C1C=CC(=C2)C(=O)NC2(CCS(CC2)(=O)=O)C)COCC[Si](C)(C)C)=O)F